[N+](=O)([O-])C1=CC=C(COC(=O)N2C=NC3=C2C=CC=C3)C=C1 1H-benzo[d]imidazole-1-carboxylic acid 4-nitrobenzyl ester